1-(2-(4-Fluorophenyl)-3-methyl-2H-pyrazolo[4,3-c]pyridin-6-yl)-N,N-dimethylazetidine-3-sulfonamide FC1=CC=C(C=C1)N1N=C2C(C=NC(=C2)N2CC(C2)S(=O)(=O)N(C)C)=C1C